2-amino-5-mercaptovaleric acid NC(C(=O)O)CCCS